benzyl (R)-2-(benzyloxy)-4-(N-(4-cyclohexylbenzyl)piperidine-2-carboxamido)benzoate C(C1=CC=CC=C1)OC1=C(C(=O)OCC2=CC=CC=C2)C=CC(=C1)N(C(=O)[C@@H]1NCCCC1)CC1=CC=C(C=C1)C1CCCCC1